1-(2-(4-cyclopropyl-1H-1,2,3-triazol-1-yl)-2-(piperidin-4-yl)acetyl)-4-hydroxy-N-methylpyrrolidine-2-carboxamide C1(CC1)C=1N=NN(C1)C(C(=O)N1C(CC(C1)O)C(=O)NC)C1CCNCC1